(1-(3-chloropyridin-4-yl)-5-(2,8-diazaspiro[4.5]decan-8-yl)-1H-indol-4-yl)methanol ClC=1C=NC=CC1N1C=CC2=C(C(=CC=C12)N1CCC2(CCNC2)CC1)CO